(4aR,8aS)-6-[4-[(R or S)-(3-methylsulfonylphenyl)-(4-pyridyl)methyl]piperidine-1-carbonyl]-4,4a,5,7,8,8a-hexahydropyrido[4,3-b][1,4]oxazin-3-one CS(=O)(=O)C=1C=C(C=CC1)[C@H](C1CCN(CC1)C(=O)N1C[C@@H]2[C@@H](OCC(N2)=O)CC1)C1=CC=NC=C1 |o1:10|